CN(CCCCCC[Si](OC(C)CCC#CCCCCC)(OC(C)CCC#CCCCCC)OC(C)CCC#CCCCCC)C N,N-dimethyl-6-(tris(undec-5-yn-2-yloxy)silyl)hexan-1-amine